C(C)OC=1C(C(C1NC)=O)=O 3-ethoxy-4-(methylamino)cyclobut-3-ene-1,2-dione